Cl.O1CC(CCC1)CN tetrahydropyran-3-ylmethanamine-hydrochloride